[N+](=O)([O-])C[C@@]12CCC[C@H]1[C@@H]1CCC3CCCC[C@]3(C)[C@H]1CC2 nitroandrostan